O=C1C(N=C(C2=C(N1)C=CC=C2)C2=NC=CC=C2)NC(OCC2=CC=CC=C2)=O Benzyl (2-oxo-5-pyridin-2-yl-2,3-dihydro-1H-benzo[e][1,4]diazepin-3-yl)-carbamate